C(C)OC1=C(C(=CC(=C1)OCC)O)C(\C=C\C1=CC=C(C=C1)OCC)=O (E)-1-(2,4-Diethoxy-6-hydroxyphenyl)-3-(4-ethoxyphenyl)prop-2-en-1-one